C(C1=CC=CC=C1)N(C(OC(C)(C)C)=O)[C@H](CC(=O)N1CCOCC1)C(N[C@@H](CCCC1=CC=CC=C1)B1OC(C(O1)(C)C)(C)C)=O tert-butyl N-benzyl-N-[(1R)-3-morpholino-3-oxo-1-[[(1R)-4-phenyl-1-(4,4,5,5-tetramethyl-1,3,2-dioxaborolan-2-yl)butyl]carbamoyl]propyl]carbamate